4-(5-trifluoromethyl-benzoimidazol-1-yl)-aniline FC(C1=CC2=C(N(C=N2)C2=CC=C(N)C=C2)C=C1)(F)F